bi-phenyl-methanol acrylate C(C=C)(=O)OCC=1C(=CC=CC1)C1=CC=CC=C1